(Z)-1-(3,4,5-trimethoxyphenyl)-2-(3-amino-4-difluoromethoxyphenyl)ethylene COC=1C=C(C=C(C1OC)OC)\C=C/C1=CC(=C(C=C1)OC(F)F)N